tert-Butyl 4-(((6-(cyclopropyl(4-(trifluoromethyl)benzyl)amino)-5-fluoropyrimidin-4-yl)amino)methyl)-4-(2-(methylcarbamothioyl)hydrazine-1-carbonyl)piperidine-1-carboxylate C1(CC1)N(C1=C(C(=NC=N1)NCC1(CCN(CC1)C(=O)OC(C)(C)C)C(=O)NNC(NC)=S)F)CC1=CC=C(C=C1)C(F)(F)F